N1CCCN2C1=CC=1C=CC=CC21 tetrahydropyrimidino[1,2-a]Indole